The molecule is an amide of salicylic acid and of aniline; it is therefore both a salicylamide and an anilide. It is a member of salicylamides, a member of salicylanilides and a benzanilide fungicide. C1=CC=C(C=C1)NC(=O)C2=CC=CC=C2O